CN1CCC(=CC1)C=1C=C2C(=NC1)NC=C2C=2C=NC=1N(C2)C=CN1 6-(5-(1-methyl-1,2,3,6-tetrahydropyridin-4-yl)-1H-pyrrolo[2,3-b]pyridin-3-yl)imidazo[1,2-a]pyrimidine